ClC1=CC=C(C=N1)C1(CCNCC1)NS(=O)(=O)C1=CC=C(C=C1)OC(F)(F)F N-(4-(6-Chloropyridin-3-yl)piperidin-4-yl)-4-(trifluoromethoxy)benzenesulfonamide